N-Boc-alanine anhydride C(=O)(OC(C)(C)C)N[C@@H](C)C(=O)OC([C@@H](NC(=O)OC(C)(C)C)C)=O